CC1=CC=C(C(=O)OC2=C(C(=CC(=C2)Br)C=NCCC2=CC=CC=C2)O)C=C1 5-bromo-2-hydroxy-3-((phenethylimino)meth-yl)phenyl 4-methyl-benzoate